1-(2-Ethoxyethyl)-5-oxo-N-(4-((4-(4-(trifluoromethyl)piperidin-1-yl)phenyl)amino)benzyl)pyrrolidine-3-carboxamide C(C)OCCN1CC(CC1=O)C(=O)NCC1=CC=C(C=C1)NC1=CC=C(C=C1)N1CCC(CC1)C(F)(F)F